2,2-bis(trifluoromethyl)-2-hydroxy-acetic acid FC(C(C(=O)O)(O)C(F)(F)F)(F)F